tert-Butyl 6-methyl-7-oxo-4-(4,4,5,5-tetramethyl-1,3,2-dioxaborolan-2-yl)-6,7-dihydro-1H-pyrrolo[2,3-c]pyridine-1-carboxylate CN1C(C2=C(C(=C1)B1OC(C(O1)(C)C)(C)C)C=CN2C(=O)OC(C)(C)C)=O